C(C=C)(=O)N1C[C@@H](N(CC1)C=1C2=C(N(C(N1)=O)C1=C(C=CC=C1S(=O)(=O)C)Cl)N=C(C(=C2)F)C2=C(C=CC=C2O)F)C 4-((S)-4-acryloyl-2-methylpiperazin-1-yl)-1-(2-chloro-6-(methylsulfonyl)phenyl)-6-fluoro-7-(2-fluoro-6-hydroxyphenyl)pyridino[2,3-d]pyrimidin-2(1H)-one